C1(CC1)[C@@H](C)NC1=NC(=NC2=C(C=CC=C12)C=1CCNCC1)NCC1CCC(CC1)C (R)-N4-(1-cyclopropylethyl)-N2-((4-methylcyclohexyl)methyl)-8-(1,2,3,6-tetrahydropyridin-4-yl)quinazoline-2,4-diamine